C1NC(CC12CCOCC2)=O 8-oxa-2-azaspiro[4.5]decan-3-one